1-(3,3-difluoro-4-((4-((5-(furan-2-yl)-2-methoxyphenyl)amino)-7-methoxyquinazolin-5-yl)oxy)piperidin-1-yl)prop-2-en-1-one neodymium [Nd].FC1(CN(CCC1OC1=C2C(=NC=NC2=CC(=C1)OC)NC1=C(C=CC(=C1)C=1OC=CC1)OC)C(C=C)=O)F